CC(CCOCCOCCO)[Si](O[Si](C)(C)C)(C)C diethylene glycol methyl-(3-dimethyl (trimethylsiloxy) silylpropyl) ether